C(#N)C[C@@H]1N(CCN(C1)C1=NC(=NC=2C[C@]3(CCC12)CC1=CC=CC=C1CC3)SC)C(=O)OC(C)(C)C tert-Butyl (S)-2-(cyanomethyl)-4-((R)-2'-(methylthio)-3,4,5',8'-tetrahydro-1H,6'H-spiro[naphthalene-2,7'-quinazolin]-4'-yl)piperazine-1-carboxylate